COC1=CC=CC=2N(C3=CC=CC=C3C12)CCP(OCC)(OCC)=O Diethyl (2-(4-methoxy-9H-carbazol-9-yl)ethyl)phosphonate